2-methyl-terephthaloyl dichloride CC1=C(C(=O)Cl)C=CC(=C1)C(=O)Cl